trans-2-(4-((4-(2-Isopropyloxazol-4-yl)pyridin-2-yl)((4-(4-methoxy-3-methylphenyl)bicyclo[2.2.2]octan-1-yl)methyl)carbamoyl)cyclohexyl)acetic acid C(C)(C)C=1OC=C(N1)C1=CC(=NC=C1)N(C(=O)[C@@H]1CC[C@H](CC1)CC(=O)O)CC12CCC(CC1)(CC2)C2=CC(=C(C=C2)OC)C